trans-4-dimethylamino-but-2-en-amide CN(C/C=C/C(=O)N)C